(1R,3R)-1-(2,6-difluoro-4-((1-(3-fluoropropyl)azetidin-3-yl)oxy)phenyl)-6-fluoro-2-(2-fluoro-2-methylpropyl)-3-methyl-2,3,4,9-tetrahydro-1H-pyrido[3,4-b]indole FC1=C(C(=CC(=C1)OC1CN(C1)CCCF)F)[C@H]1N([C@@H](CC2=C1NC1=CC=C(C=C21)F)C)CC(C)(C)F